2-[(4S)-4-[4-[(2,6-dioxo-3-piperidyl)amino]phenyl]-3,3-difluoro-1-piperidyl]acetic acid O=C1NC(CCC1NC1=CC=C(C=C1)[C@H]1C(CN(CC1)CC(=O)O)(F)F)=O